[Bi].FC=1C=C(C=CC1C=1C=NC(=CC1)C=1N=NN(N1)C=C)N1C(O[C@H](C1)C(CC)O)=O (R)-3-(3-fluoro-4-(6-(2-vinyl-2H-tetrazol-5-yl)pyridin-3-yl)phenyl)-5-(1-hydroxypropyl)oxazolidin-2-one BISMUTH